FC(OC1=CC=C2CC/C(/C2=C1)=C\C=O)(F)F (E)-(6-Trifluoromethoxy-1-indanylidene)acetaldehyde